C12CNCCC(CC1)N2C(=O)OC(C)(C)C tert-butyl 3,9-diazabicyclo[4.2.1]nonane-9-carboxylate